4-(6-(trifluoromethyl)-1-(4-(morpholinomethyl)phenyl)-5,5-dioxo-1,4-dihydrothiochromeno[4,3-c]pyrazole-3-carbonyl)morpholine-3-carbaldehyde FC(C1=CC=CC2=C1S(CC1=C2N(N=C1C(=O)N1C(COCC1)C=O)C1=CC=C(C=C1)CN1CCOCC1)(=O)=O)(F)F